O1C(=CC=C1)C(=O)[O-].[Li+] lithium oxolate